C1(=CC=CC=C1)CC(CCN(O)CCC(CC1=CC=CC=C1)C)C N,N-bis(4-phenyl-3-methyl-butyl)-hydroxylamine